trans-methyl 4-[(1R)-1-[3-[4-[2-(2-amino-3-pyridyl)-5-phenyl-imidazo[4,5-b]pyridin-3-yl]phenyl]azetidin-1-yl]ethyl]cyclohexanecarboxylate NC1=NC=CC=C1C1=NC=2C(=NC(=CC2)C2=CC=CC=C2)N1C1=CC=C(C=C1)C1CN(C1)[C@H](C)[C@@H]1CC[C@H](CC1)C(=O)OC